CNC(=O)NC1=NC=C(C=C1)C=1C=C2C(=NC=NC2=CC1)NC(C)C1=CC=CC=C1 1-methyl-3-(5-(4-((1-phenylethyl)-amino)quinazolin-6-yl)pyridin-2-yl)-urea